ClC=1C(=NC(=NC1)NC1CCOCC1)C1=CC=C2CN(C(C2=C1)=O)CC(=O)N1CCC2=C(CC1CO)C=CC=C2 6-{5-chloro-2-[(oxacyclohex-4-yl)amino]pyrimidin-4-yl}-2-{2-[2-(hydroxymethyl)-2,3,4,5-tetrahydro-1H-3-benzazepin-3-yl]-2-oxoethyl}-2,3-dihydro-1H-isoindol-1-one